dihydrop-coumaroyl-CoA C(\C=C\C1CC=C(C=C1)O)(=O)SCCNC(CCNC([C@@H](C(COP(OP(OC[C@@H]1[C@H]([C@H]([C@@H](O1)N1C=NC=2C(N)=NC=NC12)O)OP(=O)(O)O)(=O)O)(=O)O)(C)C)O)=O)=O